COC1=CC=C(CN2C(C([C@@H]([C@H]2C=2C=C(C=CC2)C)[N+](=O)[O-])C)=O)C=C1 |r| rac-(4s,5r)-1-(4-methoxybenzyl)-3-methyl-4-nitro-5-(m-tolyl)pyrrolidin-2-one